COC(=O)CCC1C(C(NC1)C=O)C 4-methoxycarbonylethyl-3-methyl-2-pyrrolidinecarboxaldehyde